10-butyl-2-chloroacridine-9(10H)-one C(CCC)N1C=2C=CC(=CC2C(C2=CC=CC=C12)=O)Cl